oxalic acid mono-n-butyl ester C(CCC)OC(C(=O)O)=O